8-[1-(2,2-difluoroethyl)-1H-pyrazolo[3,4-b]pyrazin-6-yl]-2-{[2-(trifluoromethyl)pyridin-4-yl]methyl}-2,8-diazaspiro[4.5]decan-1-one FC(CN1N=CC=2C1=NC(=CN2)N2CCC1(CCN(C1=O)CC1=CC(=NC=C1)C(F)(F)F)CC2)F